O=C1N(CCC(N1)=O)C1=C2C=CN(C2=CC(=C1)C(=O)N(C)C1CCN(CC1)C(=O)OC(C)(C)C)C(C)C tert-butyl 4-(4-(2,4-dioxotetrahydropyrimidin-1(2H)-yl)-1-isopropyl-N-methyl-1H-indole-6-carboxamido)piperidine-1-carboxylate